1-(fluoro(phenyl)methyl)cyclopropane-1-carbaldehyde FC(C1(CC1)C=O)C1=CC=CC=C1